C1=CC(=CC=C1C(=O)N[C@H](CCC(=O)O)C(=O)O)NC[C@@H]2C=NC3=C(N2C=O)C(=O)NC(=N3)N 5-formyl-6-hydrofolic acid